O1C(CCCC1)O[C@H]1C[C@H]2[C@H]([C@H]([C@H]3[C@@H]4CC[C@H]([C@@H](CCC(=O)O)C)[C@]4(CC[C@@H]3[C@]2(CC1)C)C)O)CC 3α-Tetrahydropyranyloxy-6α-ethyl-7α-hydroxy-5β-cholanic acid